(R)-N-Boc-4-fluorophenyl-glycine C(=O)(OC(C)(C)C)N(CC(=O)O)C1=CC=C(C=C1)F